(2-fluoro-3-(trifluoromethyl)phenyl)methylamine FC1=C(C=CC=C1C(F)(F)F)CN